6-chloro-3-(2-cyclopropyl-6-methoxyphenoxy)-4-pyridazinol ClC1=CC(=C(N=N1)OC1=C(C=CC=C1OC)C1CC1)O